5-(2,2-dimethyl-1,3-dioxolan-4-yl)-3,4-dihydroxyfuran-2(5H)-one CC1(OCC(O1)C1C(=C(C(O1)=O)O)O)C